N-(4-phenylthiazol-2-yl)-4-methoxy-2-((2-(trifluoromethyl)phenyl)sulfonylamino)benzamide C1(=CC=CC=C1)C=1N=C(SC1)NC(C1=C(C=C(C=C1)OC)NS(=O)(=O)C1=C(C=CC=C1)C(F)(F)F)=O